NC(=O)NC(=O)NC(=O)NC(=O)N tetrauret